3-hydroxy-2-chloro-7,8,9,10-tetrahydro-6H-benzo[c]chromen-6-one OC1=C(C=C2C3=C(C(OC2=C1)=O)CCCC3)Cl